OC(=O)C(F)(F)F.NC1=C(C=CC=C1)NC(C1=CC=C(C=C1)CCCN1C(CC(CC1)CNC1C(C1)C1=CC=CC=C1)=O)=O N-(2-aminophenyl)-4-(3-(2-oxo-4-(((2-phenylcyclopropyl)amino)methyl)piperidin-1-yl)propyl)benzamide TFA Salt